Dioctadecyl (S)-2-(((2-(dimethylamino)ethoxy)carbonyl)oxy)succinate CN(CCOC(=O)O[C@H](C(=O)OCCCCCCCCCCCCCCCCCC)CC(=O)OCCCCCCCCCCCCCCCCCC)C